4-[3-(2-fluoro-5-methyl-phenoxy)-7,8-dihydro-5H-1,6-naphthyridin-6-yl]-6-methoxy-quinazoline FC1=C(OC=2C=NC=3CCN(CC3C2)C2=NC=NC3=CC=C(C=C23)OC)C=C(C=C1)C